5'-bromo-7'-fluorospiro[cyclopropane-1,3'-indolin]-2'-one BrC=1C=C2C3(C(NC2=C(C1)F)=O)CC3